C12COCC(CN(C1)C=1C=NN(C1)C=1C=C(N=NC1N)C1=C(C=CC=C1)O)N2 2-(5-(4-(3-oxa-7,9-diazabicyclo[3.3.1]nonan-7-yl)-1H-pyrazol-1-yl)-6-aminopyridazin-3-yl)phenol